Methyl 9-(4-((1-(3-fluoropropyl)azetidin-3-ylidene)methyl)phenyl)-8-isobutyl-6,7-dihydro-5H-benzo[7]annulene-3-carboxylate FCCCN1CC(C1)=CC1=CC=C(C=C1)C1=C(CCCC2=C1C=CC(=C2)C(=O)OC)CC(C)C